FC1=CN=CC2=C1C(=NC=1N2C(=NN1)C)N1CCCC2=C(C=CC=C12)C#CC(C)(O)C 4-(1-(6-fluoro-1-methylpyrido[4,3-e][1,2,4]triazolo[4,3-a]pyrimidin-5-yl)-1,2,3,4-tetrahydroquinolin-5-yl)-2-methylbut-3-yn-2-ol